N4-((1-benzyl-1,2,3,6-tetrahydropyridin-4-yl)methyl)-N6-ethyl-5-fluoro-N6-(4-(trifluoromethyl)benzyl)pyrimidine-4,6-diamine C(C1=CC=CC=C1)N1CCC(=CC1)CNC1=NC=NC(=C1F)N(CC1=CC=C(C=C1)C(F)(F)F)CC